C12(CC(C1)C2)NC(=O)C=2C(N(C1=NC=C(C=C1C2O)C2=CC=C(C=C2)F)CC2=NC=C(C=C2)F)=O N-(bicyclo[1.1.1]pentan-1-yl)-6-(4-fluorophenyl)-1-((5-fluoropyridin-2-yl)methyl)-4-hydroxy-2-oxo-1,2-dihydro-1,8-naphthyridine-3-carboxamide